tert-butyl (3-((3-cyanophenyl)sulfonamido)cyclobutyl)carbamate C(#N)C=1C=C(C=CC1)S(=O)(=O)NC1CC(C1)NC(OC(C)(C)C)=O